1,3-di(diphenylphosphinyloxy)benzene C1(=CC=CC=C1)P(=O)(OC1=CC(=CC=C1)OP(=O)(C1=CC=CC=C1)C1=CC=CC=C1)C1=CC=CC=C1